R-(-)-2-hydroxypropionate O[C@@H](C(=O)[O-])C